N[C@H]([C@H](C)O)CC1=CC=CC=C1 3(S)-AMINO-4-PHENYL-BUTAN-2(S)-OL